N1C=C(C2=CC=CC=C12)C[C@@H](C(=O)NC=1SC=C(N1)C)S(=O)(=O)C1=CC=C(C=C1)C (S)-3-(1H-indol-3-yl)-2-(4-methylphenyl-sulphonyl)-N-(4-methylthiazol-2-yl)propanamide